NC=1C(=NC(=CN1)C=1C=NN(C1)CC(CC(F)(F)F)O)C=1C=CC(N(N1)C1=CC(=CC(=C1)OC)OC)=O 6-(3-Amino-6-(1-(4,4,4-trifluoro-2-hydroxybutyl)-1H-pyrazol-4-yl)pyrazin-2-yl)-2-(3,5-dimethoxyphenyl)pyridazin-3(2H)-on